P(=S)(OC1=CC=C(C=C1)C(CC=CC(=O)[O-])OC(N)=O)(OC1=CC=C(C=C1)C(CC=CC(=O)[O-])OC(N)=O)OC1=CC=C(C=C1)C(CC=CC(=O)[O-])OC(N)=O phosphorothioyltris(oxybenzene-4,1-diylcarbamoyloxyethane-2,1-diyl)trisacrylate